10-methylphenoxazine-2,7-diformic acid dimethyl ester COC(=O)C1=CC=2N(C3=CC=C(C=C3OC2C=C1)C(=O)OC)C